Methyl 2-((2-(2-aminoethyl)-4-fluorophenyl)amino)-5-(trifluoromethyl)benzoate hydrochloride Cl.NCCC1=C(C=CC(=C1)F)NC1=C(C(=O)OC)C=C(C=C1)C(F)(F)F